FC1=C(C=CC(=C1F)C)C=1N=NN(C1)[C@@H]1[C@H]([C@H](O[C@H]2[C@@H]1OC(OC2)(C)C)CC2=CC(=NO2)[C@H](C)C2=CC=CC=C2)OC |&1:32| 5-(((4aR,6R,7R,8R,8aR)-8-(4-(2,3-difluoro-4-methylphenyl)-1H-1,2,3-triazol-1-yl)-7-methoxy-2,2-dimethylhexahydropyrano[3,2-d][1,3]dioxin-6-yl)methyl)-3-((RS)-1-phenylethyl)isoxazole